4-(methoxyimino)cyclohexanone CON=C1CCC(CC1)=O